cis-N-(3-(5-fluoropyridin-3-yl)-4-methylphenyl)-3-methyl-1-(5-methyl-1,3,4-oxadiazol-2-yl)-6-azabicyclo[3.1.1]heptane-6-carboxamide FC=1C=C(C=NC1)C=1C=C(C=CC1C)NC(=O)N1C2CC(CC1(C2)C=2OC(=NN2)C)C